4-(4-bromo-2,3-difluorophenyl)-1H-pyrazole BrC1=C(C(=C(C=C1)C=1C=NNC1)F)F